N1CCC2=CC=C(C=C12)C(=O)N indoline-6-carboxamide